C12CN(CC2C1)C1=C(C=C(C=C1F)CN1N=CC(=C1)C(=O)OCC)F ethyl 1-[(4-{3-azabicyclo[3.1.0]hexan-3-yl}-3,5-difluorophenyl)methyl]-1H-pyrazole-4-carboxylate